CN(C1=CC=C(C=C1)C1=CC=C(C=C1)CN(C(=O)C1CCCCC1)C1=CC(=CC=C1)C1=NC(=NC=C1)OC)C N-((4'-(Dimethylamino)-[1,1'-biphenyl]-4-yl)methyl)-N-(3-(2-methoxypyrimidin-4-yl)phenyl)cyclohexanecarboxamide